(2S,3S)-1-(5-chloro-1H-pyrrole-2-carbonyl)-N-(3-cyano-4-fluorophenyl)-2-methylpyrrolidine-3-carboxamide ClC1=CC=C(N1)C(=O)N1[C@H]([C@H](CC1)C(=O)NC1=CC(=C(C=C1)F)C#N)C